allyl (S)-(5-(benzyloxy)-2-(6-(((tert-butyldimethylsilyl)oxy)methyl)-4-(thiophen-2-yl)-1,2,3,6-tetrahydropyridine-1-carbonyl)-4-methoxyphenyl)carbamate C(C1=CC=CC=C1)OC=1C(=CC(=C(C1)NC(OCC=C)=O)C(=O)N1CCC(=C[C@H]1CO[Si](C)(C)C(C)(C)C)C=1SC=CC1)OC